t-butyl-diazonium acetate C(C)(=O)[O-].C(C)(C)(C)[N+]#N